3-(2-methyl-4-(2-((1-methyl-1H-pyrazol-4-yl)amino)pyrimidin-4-yl)benzyl)urea CC1=C(CNC(N)=O)C=CC(=C1)C1=NC(=NC=C1)NC=1C=NN(C1)C